CN1CC=2N(CC1)N=C(C2)N 5-methyl-4,5,6,7-tetrahydropyrazolo[1,5-A]pyrazine-2-amine